C1(CC1)S(=O)(=O)N[C@H]1C([C@H](N(C1)C(=O)OC(C)(C)C)CC(=O)OC)(F)F tert-Butyl (2R,4R)-4-[(cyclopropanesulfonyl)amino]-3,3-difluoro-2-(2-methoxy-2-oxoethyl)pyrrolidine-1-carboxylate